COC1O[C@@H]([C@H]2OC(O[C@H]21)(C)C)CNC(CCC)=O N-[[(3aR,6R,6aR)-4-methoxy-2,2-dimethyl-3a,4,6,6a-tetrahydrofuro-[3,4-d][1,3]-dioxol-6-yl]methyl]butanamide